ClC=1C=C2CCCN(C2=C(C1)C1=C2C(=NC=C1)C=C(S2)CN2C(N(C=CC2=O)CC(F)(F)F)=O)[C@@H]2CN[C@@H](C2)C 3-((7-(6-chloro-1-((3S,5R)-5-methylpyrrolidin-3-yl)-1,2,3,4-tetrahydroquinolin-8-yl)thieno[3,2-b]pyridin-2-yl)methyl)-1-(2,2,2-trifluoroethyl)pyrimidine-2,4(1H,3H)-dione